BrC=1C=C(C=CC1)C[C@@H](C(=O)NC)NC(=O)C1=CC(=NN1CC1=CC=C(C=C1)C#N)C1=CC=CC=C1 (S)-N-(3-(3-bromophenyl)-1-(methylamino)-1-oxopropan-2-yl)-1-(4-cyanobenzyl)-3-phenyl-1H-pyrazole-5-carboxamide